1-ethyl-1-propanesulfonic acid C(C)C(CC)S(=O)(=O)O